ClC1=C(C(=O)NC2CCCC2)C=CC(=C1)C(C)NC1=NC=CC(=N1)N1C(N(C[C@@H]1C(C)C)C)=O chloro-N-cyclopentyl-4-(1-((4-((S)-5-isopropyl-3-methyl-2-oxoimidazolidin-1-yl)pyrimidin-2-yl)amino)ethyl)benzamide